5-(1-(3,4-Difluoro-5-hydroxyphenyl)-1H-indazol-5-yl)pyridine-3-ol FC=1C=C(C=C(C1F)O)N1N=CC2=CC(=CC=C12)C=1C=C(C=NC1)O